CC1=NN(C(=C1SC1=CC(=CC=C1)C)N)C1=CC=CC=C1 3-methyl-1-phenyl-4-(m-methylphenylsulfanyl)-1H-pyrazol-5-amine